C(#N)[C@H](C[C@H]1C(NCC1)=O)NC([C@H](CC(C)C)NC(=O)C=1NC2=CC=C(C=C2C1C)C)=O N-[(2S)-1-({(1S)-1-cyano-2-[(3S)-2-oxopyrrolidin-3-yl]ethyl}amino)-4-methyl-1-oxopentan-2-yl]-3,5-dimethyl-1H-indole-2-carboxamide